1-(6-(6-(8-chloro-7-fluoronaphthalen-1-yl)-7-fluoroisothiazolo[4,3-c]pyridin-3-yl)-2,6-diazaspiro[3.3]heptan-2-yl)prop-2-en-1-one ClC=1C(=CC=C2C=CC=C(C12)C1=C(C=2C(C=N1)=C(SN2)N2CC1(CN(C1)C(C=C)=O)C2)F)F